S(=O)(=O)([O-])[O-].[Al+3].[Na+].[Ca+2].[K+] potassium calcium sodium aluminum sulfate